3-(benzo[d]thiazol-6-yl)-2-(6-methylpyridin-2-yl)-6-(1H-pyrazol-4-yl)-2H-pyrazolo[3,4-c]pyridin-7(6H)-one S1C=NC2=C1C=C(C=C2)C=2N(N=C1C(N(C=CC12)C=1C=NNC1)=O)C1=NC(=CC=C1)C